N[C@H](C(=O)O)CCOC1=CC=C(C=C1)Cl (2S)-2-amino-4-(4-chloro-phenoxy)butanoic acid